dibenzyl ((2S,4S)-4-hydroxypentan-2-yl) phosphate P(=O)(OCC1=CC=CC=C1)(OCC1=CC=CC=C1)O[C@@H](C)C[C@H](C)O